C1(CC1)C1=NC=C(C=C1NC(C1=NC(=CC=C1)C=1C=NN(C1)C)=O)N1C2CC(C1)(C2)C(C)(C)O N-(2-cyclopropyl-5-(4-(2-hydroxypropan-2-yl)-2-azabicyclo[2.1.1]hexan-2-yl)pyridin-3-yl)-6-(1-methyl-1H-pyrazol-4-yl)picolinamide